(2R,3S,4R,5R)-5-(4-benzyl-3,5-dioxo-6-phenyl-4,5-dihydro-1,2,4-triazin-2(3H)-yl)tetrahydrofuran-2,3,4-triyl triacetate C(C)(=O)O[C@H]1O[C@H]([C@@H]([C@@H]1OC(C)=O)OC(C)=O)N1N=C(C(N(C1=O)CC1=CC=CC=C1)=O)C1=CC=CC=C1